The molecule is a tricarboxylic acid dianion. It is a conjugate base of a homoisocitrate(1-). It is a conjugate acid of a homoisocitrate(3-). [H+].C(CC(=O)[O-])C(C(C(=O)[O-])O)C(=O)[O-]